ClC1=C(C=NN(C1=O)C)N[C@@H]1C[C@@H](CN(C1)C)C1=CC=C(C(=O)N2CCC3(CC2)CCN(CC3)C3=C(C=C(C=C3)C3C(NC(CC3)=O)=O)F)C=C1 3-[4-[3-[4-[(3R,5R)-5-[(5-chloro-1-methyl-6-oxo-pyridazin-4-yl)amino]-1-methyl-3-piperidyl]benzoyl]-3,9-diazaspiro[5.5]undecan-9-yl]-3-fluoro-phenyl]piperidine-2,6-dione